CC=1N(C2=CC=C(C=C2C1C)C(N[C@@H](C)C1=CC(=CC=C1)C(=C)C)=O)CC1=CC=C(C=C1)C1(CC1)C(=O)OC (S)-Methyl 1-(4-((2,3-dimethyl-5-((1-(3-(prop-1-en-2-yl)phenyl)ethyl)carbamoyl)-1H-indol-1-yl)methyl)phenyl)cyclopropanecarboxylate